4-(2-(4,4-difluorocyclohexyl)vinyl)-N-(1-hydroxybut-2-yl)-5-methoxypyridinecarboxamide FC1(CCC(CC1)C=CC1=CC(=NC=C1OC)C(=O)NC(CO)CC)F